1-(9-(4-amino-5-(3-methoxyphenyl)-7-methyl-7H-pyrrolo[2,3-d]pyrimidin-6-yl)-3-azaspiro[5.5]undec-8-en-3-yl)prop-2-en-1-one NC=1C2=C(N=CN1)N(C(=C2C2=CC(=CC=C2)OC)C2=CCC1(CCN(CC1)C(C=C)=O)CC2)C